R-(+)-2,2'-dioxomethylene-6,6'-diacetyl-1,1'-binaphthyl O=C=C1C(C2=CC=C(C=C2C=C1)C(C)=O)=C1C(C=CC2=CC(=CC=C12)C(C)=O)=C=O